ClC=1C=CC=C2C(COCC12)=C 8-Chloro-4-methyleneisochromane